COC(=O)C1=CC(=C2C(=NN(C2=C1)C1=CC=C(C=C1)F)Cl)S(=O)(=O)Cl methyl-3-chloro-4-(chlorosulfonyl)-1-(4-fluorophenyl)-1H-indazole-6-carboxylate